BrC=1C=C2C=CC(=NC2=C(C1)C)OC 6-bromo-2-methoxy-8-methyl-quinoline